C(CCCCCCCCCCCCCCCCC)(=O)[O-].C(CCCCCCCCCCCCCCCCC)(=O)[O-].C(CCCCCCCCCCCCCCCCC)(=O)[O-].C(C)(C)O[Ti+3] isopropoxytitanium tristearate